C(CCCCCCCCC)N Decanamin